(3S,4S)-1-CYCLOPROPYLMETHYL-4-{[5-(2,4-DIFLUORO-PHENYL)-ISOXAZOLE-3-CARBONYL]-AMINO}-PIPERIDINE-3-CARBOXYLIC ACID (1-PYRIMIDIN-2-YL-CYCLOPROPYL)-AMIDE N1=C(N=CC=C1)C1(CC1)NC(=O)[C@H]1CN(CC[C@@H]1NC(=O)C1=NOC(=C1)C1=C(C=C(C=C1)F)F)CC1CC1